CC1=NN2C(N(C([C@H](CC2)NC(=O)C2=NN(C=N2)[C@@H](C)C2=CC=CC=C2)=O)C)=C1 N-((S)-2,4-dimethyl-5-oxo-5,6,7,8-tetrahydro-4H-pyrazolo[1,5-a][1,3]diazepin-6-yl)-1-((S)-1-phenyl-ethyl)-1H-1,2,4-triazole-3-carboxamide